N1C(=CC=2C=NC=CC21)CNC(CN2C(C(=NC=C2OCCCC)NCCC2=CC=CC=C2)=O)=O N-((1H-PYRROLO[3,2-C]PYRIDIN-2-YL)METHYL)-2-(6-BUTOXY-2-OXO-3-(PHENETHYLAMINO)PYRAZIN-1(2H)-YL)ACETAMIDE